C(C)(=O)OC[C@H](NC([C@@H](NC(=O)C=1N=C(SC1)C1=CC=C(C=C1)CNC(=O)OCCCCCCN=[N+]=[N-])CO[Si](C)(C)C(C)(C)C)=O)C(=O)OC Methyl O-acetyl-N-(N-(2-(4-(((((6-azidohexyl)oxy)carbonyl)amino)methyl)phenyl)thiazole-4-carbonyl)-O-(tert-butyldimethylsilyl)-L-seryl)-L-serinate